4-methoxybenzhydrazide COC1=CC=C(C(=O)NN)C=C1